2-methyl-5-(3-(trifluoromethoxy)phenyl)-N-(3-(2-methyl-2-aminopropyl)-1,2,4-thiadiazol-5-yl)furan-3-carboxamide CC=1OC(=CC1C(=O)NC1=NC(=NS1)CC(C)(N)C)C1=CC(=CC=C1)OC(F)(F)F